1,3-bisnitrooxypropane [N+](=O)([O-])OCCCO[N+](=O)[O-]